(2R,3R,4R,5R)-5-(4-amino-2-oxopyrimidin-1(2H)-yl)-2-(chloromethyl)-4-fluoro-2-((isobutyryloxy)methyl)tetrahydrofuran NC1=NC(N(C=C1)[C@H]1[C@@H](C[C@@](O1)(COC(C(C)C)=O)CCl)F)=O